3,3'-dimethyl-4,4'-diketo-beta-carotene CC1CC(C)(C)C(=C(C1=O)C)\C=C\C(\C)=C\C=C\C(\C)=C\C=C\C=C(/C)\C=C\C=C(/C)\C=C\C1=C(C)C(C(CC1(C)C)C)=O